[N+](=O)([O-])C=1C=C(COC(=O)[C@H]2[C@@H](CCCC2)N)C=C(C1)[N+](=O)[O-] (1R,2R)-2-aminocyclohexane-1-carboxylic acid 3,5-dinitrobenzyl ester